CC=1N=C(SC1NC1=NC=C(C(=N1)NCCCNC(=O)C1CCC1)C(F)(F)F)C1CCN(CC1)C N-(3-((2-((4-methyl-2-(1-methylpiperidin-4-yl)thiazol-5-yl)amino)-5-(trifluoromethyl)pyrimidin-4-yl)amino)propyl)cyclobutanecarboxamide